2-Chloro-4-((S)-8-(4-(4-((1-(3-(((R)-2,6-dioxopiperidin-3-yl)amino)phenyl)piperidin-4-yl)methyl)piperazine-1-carbonyl)phenyl)-3-methyl-2,8-diazaspiro[4.5]decan-2-yl)benzonitrile ClC1=C(C#N)C=CC(=C1)N1CC2(C[C@@H]1C)CCN(CC2)C2=CC=C(C=C2)C(=O)N2CCN(CC2)CC2CCN(CC2)C2=CC(=CC=C2)N[C@H]2C(NC(CC2)=O)=O